C(C)N(CCOC1=CC=C(C(=O)N)C=C1)CCOC 4-(2-(ethyl(2-methoxyethyl)amino)eth-oxy)benzamide